COC1=C(C=CC=C1OC)C(C(=O)NCCC1=CC=NC=C1)NCCC1CCNCC1 2-(2,3-dimethoxyphenyl)-2-[(2-piperidine-4-ylethyl)amino]-N-(2-pyridine-4-ylethyl)acetamid